FC(C1=CC(=C(C=O)C=C1)C=C)(F)F 4-(trifluoromethyl)-2-vinylbenzaldehyde